(R)-2-(3-(1-((2,7-dimethyl-6-(1-methylpiperidin-4-yl)-7H-pyrazolo[3,4-h]quinazolin-4-yl)amino)ethyl)phenyl)-2,2-difluoroethan-1-ol CC1=NC2=C3C(=C(C=C2C(=N1)N[C@H](C)C=1C=C(C=CC1)C(CO)(F)F)C1CCN(CC1)C)N(N=C3)C